3-(4-(2-chloro-3-fluorophenyl)piperidine-1-carbonyl)-1,4,5,7-tetrahydro-6H-pyrazolo[3,4-c]pyridine-6-carboxylic acid methyl ester COC(=O)N1CC2=C(CC1)C(=NN2)C(=O)N2CCC(CC2)C2=C(C(=CC=C2)F)Cl